C(C)(=O)O[C@H]1[C@H](O[C@H]([C@@H]([C@H]1OC(C)=O)NC(C)=O)OCCOCCOCCN)COC(C)=O (2R,3R,4R,5R,6R)-5-acetamido-2-(acetoxymethyl)-6-(2-(2-(2-aminoethoxy)ethoxy)ethoxy)tetrahydro-2H-pyran-3,4-diyl diacetate